2-(2,6-dioxopiperidin-3-yl)-5-fluoro-6-(((1-(4-((1R,2S)-6-hydroxy-2-phenyl-1,2,3,4-tetrahydronaphthalen-1-yl)phenyl)piperidin-4-yl)(methyl)amino)methyl)isoindoline-1,3-dione O=C1NC(CCC1N1C(C2=CC(=C(C=C2C1=O)F)CN(C)C1CCN(CC1)C1=CC=C(C=C1)[C@H]1[C@H](CCC2=CC(=CC=C12)O)C1=CC=CC=C1)=O)=O